benzyl (1R,5R)-3,6-diazabicyclo[3.2.2]nonane-3-carboxylate [C@H]12CN(C[C@H](NC1)CC2)C(=O)OCC2=CC=CC=C2